4-nitrophenyl (3-(4-((4-((3-(N-(tert-butyl)sulfamoyl)phenyl)amino)-5-methyl pyrimidin-2-yl)amino)phenoxy)propyl)carbamate C(C)(C)(C)NS(=O)(=O)C=1C=C(C=CC1)NC1=NC(=NC=C1C)NC1=CC=C(OCCCNC(OC2=CC=C(C=C2)[N+](=O)[O-])=O)C=C1